7-fluoro-3-methyl-benzimidazole-5-carboxamide FC1=CC(=CC2=C1N=CN2C)C(=O)N